4-hydroxy-5-chloro-2-pyridinecarboxylic acid OC1=CC(=NC=C1Cl)C(=O)O